1,4-bis(carbazolyl)benzene C1(=CC=CC=2C3=CC=CC=C3NC12)C1=CC=C(C=C1)C1=CC=CC=2C3=CC=CC=C3NC12